2-(4-fluorophenyl)-4-[2-(2,2,2-trifluoroethoxy)phenyl]-2,3-dihydro-1H-pyrrolo[3,4-c]pyridin-1-one FC1=CC=C(C=C1)N1CC=2C(=NC=CC2C1=O)C1=C(C=CC=C1)OCC(F)(F)F